N-((cis)-3-(5-chloro-2-cyanophenyl)cyclobutyl)-1H-1,2,3-triazole-4-carboxamide ClC=1C=CC(=C(C1)[C@H]1C[C@H](C1)NC(=O)C=1N=NNC1)C#N